(tetrahydrofuran-3-yloxy)-4-formyl-[1,1'-biphenyl] O1CC(CC1)OC1=C(C=CC(=C1)C=O)C1=CC=CC=C1